O-(3-(5-methyl-1,2,4-oxadiazol-3-yl)benzyl)hydroxylamine hydrochloride Cl.CC1=NC(=NO1)C=1C=C(CON)C=CC1